3-(4-bromophenyl)-N-(tert-butyl)-4-(1-cyclohexyl-1H-tetrazol-5-yl)-3,4-dihydroquinazolin-2-amine BrC1=CC=C(C=C1)N1C(=NC2=CC=CC=C2C1C1=NN=NN1C1CCCCC1)NC(C)(C)C